(4-amino-7-fluoro-1-methyl-1H-pyrazolo[4,3-c]quinolin-8-yl)(2-(benzo[d]thiazol-5-yl)piperidin-1-yl)methanone NC1=NC=2C=C(C(=CC2C2=C1C=NN2C)C(=O)N2C(CCCC2)C=2C=CC1=C(N=CS1)C2)F